S(=O)(=O)([O-])[O-].[Au+2] gold(II) sulfate